2-{4-[5-chloro-2-(3-methyl-1,2,4-oxadiazol-5-yl)phenyl]-5-methoxy-2-oxopyridin-1(2H)-yl}-4-methoxy-N-(2-methyl-2H-indazol-5-yl)butanamide ClC=1C=CC(=C(C1)C1=CC(N(C=C1OC)C(C(=O)NC1=CC2=CN(N=C2C=C1)C)CCOC)=O)C1=NC(=NO1)C